F[C@H]1CN(CC[C@@H]1[C@@H](C=1C=2N(C=CC1)C(=C(N2)C#CCNC2=C(C=C(C=C2)S(=O)(=O)C)OC)CC(F)(F)F)NC)C N-(3-(8-((S)-((3R,4R)-3-fluoro-1-methylpiperidin-4-yl)(methylamino)methyl)-3-(2,2,2-trifluoroethyl)imidazo[1,2-a]pyridin-2-yl)prop-2-yn-1-yl)-2-methoxy-4-(methylsulfonyl)aniline